2-(2-chlorofuro[2,3-d]thiazol-5-yl)-N-((1r,2r)-1-(2,3-dihydrobenzo[b][1,4]dioxin-6-yl)-1-hydroxy-3-(pyrrolidin-1-yl)propan-2-yl)-2,2-difluoroacetamide ClC=1SC2=C(N1)OC(=C2)C(C(=O)N[C@@H]([C@H](O)C2=CC1=C(OCCO1)C=C2)CN2CCCC2)(F)F